tert-butyl 2-[(2's,4r)-2'-fluoro-1-oxo-6-vinylspiro[3H-isoquinoline-4,1'-cyclopropane]-2-yl]acetate F[C@@H]1[C@@]2(C1)CN(C(C1=CC=C(C=C12)C=C)=O)CC(=O)OC(C)(C)C